N-(2-acetamido-4-((4-(1,7-dimethyl-1H-indol-3-yl)-5-(trifluoromethyl)pyrimidin-2-yl)amino)phenyl)-N-(2-(dimethylamino)ethyl)acetamide C(C)(=O)NC1=C(C=CC(=C1)NC1=NC=C(C(=N1)C1=CN(C2=C(C=CC=C12)C)C)C(F)(F)F)N(C(C)=O)CCN(C)C